L-3-hydroxymethyl-5,5-dimethylhydantoin OCN1C(NC(C1=O)(C)C)=O